ClC1=CC=2N(C(=N1)N1CC(C1)(F)F)N=CN2 7-chloro-5-(3,3-difluoroazetidin-1-yl)-[1,2,4]triazolo[1,5-c]pyrimidine